CC(CN1N=CC(=C1)C=1C=CC(=NC1C1=CC=2N(C=C1)C=C(N2)C(F)(F)F)C#N)(C)C 5-[1-(2,2-Dimethylpropyl)-1H-pyrazol-4-yl]-6-[2-(trifluoromethyl)imidazo[1,2-a]pyridin-7-yl]pyridin-2-carbonitril